Cl.O1C[C@H](CCC1)N (3S)-oxan-3-amine hydrochloride